(E)-4-((3-((E)-4-(piperidin-1-ylmethyl)styryl)-1H-indazol-6-yl)methylene)-2,8-Diazaspiro[4.5]decane-3-one trifluoroacetate FC(C(=O)O)(F)F.N1(CCCCC1)CC1=CC=C(/C=C/C2=NNC3=CC(=CC=C23)\C=C/2\C(NCC23CCNCC3)=O)C=C1